bis(2-hydroxyhexyl)terephthalate OC(COC(C1=CC=C(C(=O)OCC(CCCC)O)C=C1)=O)CCCC